C(C)S(=O)(=O)C=1C=CC(=NC1C1=NC2=C(C=NC(=C2)C(F)(F)F)N1C)NC(C(C)C)=O N-{5-(Ethylsulfonyl)-6-[3-methyl-6-(trifluoromethyl)-3H-imidazo[4,5-c]pyridin-2-yl]pyridin-2-yl}-2-methylpropanamid